2,4-dichloro-N-((1S,2R)-2-(naphthalen-1-yl)-1-(5-oxo-4,5-dihydro-1,3,4-oxadiazol-2-yl)propyl)benzenesulfonamide ClC1=C(C=CC(=C1)Cl)S(=O)(=O)N[C@@H]([C@H](C)C1=CC=CC2=CC=CC=C12)C=1OC(NN1)=O